ClC1=C(C=C(C=C1)NC(=O)N1C[C@@H](CC1)CC(F)(F)F)C=1C=C(C=2N(C1)C=CN2)N2CCOCC2 (S)-N-(4-Chloro-3-(8-morpholinoimidazo[1,2-a]pyridin-6-yl)phenyl)-3-(2,2,2-trifluoroethyl)pyrrolidine-1-carboxamide